1-(3,3-dimethylcyclohexyl)ethyl(3-ethyl-2-oxiranyl)acetate CC1(CC(CCC1)C(C)C(C(=O)[O-])C1OC1CC)C